2,6-dihydroxy-p-benzoquinone OC=1C(C(=CC(C1)=O)O)=O